FCC(C)N1N=CC=C1C(=O)N 2-(2-fluoro-1-methyl-ethyl)pyrazole-3-carboxamide